ClC1CS(CC1Cl)(=O)=O 3,4-dichloro-tetrahydrothiophene 1,1-dioxide